CC(C(CC#C)O)=CC=CCCC(CCC)C 5,11-dimethyl-5,7-tetradecadien-1-yn-4-ol